N-(2-(1-(7-methoxyquinazolin-4-yl)piperidin-4-yl)propyl)sulfamide COC1=CC=C2C(=NC=NC2=C1)N1CCC(CC1)C(CNS(=O)(=O)N)C